C(C)OC1=C(C=C(C=C1)S(=O)(=O)O)C1=NC(C2=C(N1)C(=NN2C)CCC)=O 4-Ethoxy-3-(1-methyl-7-oxo-3-propyl-4H-pyrazolo[4,3-d]pyrimidin-5-yl)benzenesulfonic acid